OC1=C2C(=C(C(=C3C=CC4=CC=CC(=C1)C4=C32)S(=O)(=O)[O-])S(=O)(=O)[O-])S(=O)(=O)[O-].[Na+].[Na+].[Na+] trisodium hydroxypyrenetrisulfonate